C[Si](O[Si](O[Si](C)(C)C)(O[Si](C)(C)C)CCCN)(C)C tris(trimethylsiloxy)silylpropylamine